2,3,4,6,7,8,9,10-octahydropyrimido[1,2-a]azepin-1-ium 2-(dimethylamino)ethyl-carbonate CN(CCOC([O-])=O)C.[NH+]=1CCCN2C1CCCCC2